2-(2,2,2-trifluoroethyl)propane-1,3-diyl dimethanesulfonate CS(=O)(=O)OCC(COS(=O)(=O)C)CC(F)(F)F